CN([SiH](O[Si](O[Si](O[Si](O[Si](C)(C)C)(C)C)(C)C)(C)C)C)C 1-dimethylamino-1,3,3,5,5,7,7,9,9,9-decamethylpentasiloxane